2-(difluoromethyl)-N-(4-methyl-3-(7-(methylamino)-1,6-naphthyridin-3-yl)phenyl)isonicotinamide FC(C=1C=C(C(=O)NC2=CC(=C(C=C2)C)C=2C=NC3=CC(=NC=C3C2)NC)C=CN1)F